C(C)(C)(C)OC(=O)N1C[C@@H]2COC3=C(CN2CC1)C(=C(C(=C3F)Br)I)F (12AR)-9-bromo-7,10-difluoro-8-iodo-3,4,12,12a-tetrahydro-6H-pyrazino[2,1-c][1,4]benzoxazepine-2(1H)-carboxylic acid tert-butyl ester